FC1(CCC2=C1N=C(NC2O)SC)F 7,7-difluoro-2-(methylsulfanyl)-4,5,6,7-tetrahydro-3H-cyclopenta[d]pyrimidin-4-ol